7-Bromo-5-chloro-1H-indazole BrC=1C=C(C=C2C=NNC12)Cl